2-(2'-hydroxy-3'-sec-butyl-5'-tert-butylphenyl)-5-n-pentylbenzotriazole OC1=C(C=C(C=C1C(C)CC)C(C)(C)C)N1N=C2C(=N1)C=CC(=C2)CCCCC